ClC=1C=C(C=CC1F)N(C(=O)[C@H]1N(C[C@H](C1)C(=O)NC1=NC=C(C=C1)C(F)(F)F)C1=NC(=CC(=C1)C(F)(F)F)C)C (2S,4S)-N2-(3-chloro-4-fluorophenyl)-N2-methyl-1-[6-methyl-4-(trifluoromethyl)pyridin-2-yl]-N4-[5-(trifluoromethyl)pyridin-2-yl]Pyrrolidine-2,4-dicarboxamide